BrC1=CC=C(C=C1)CNC(OC(C)(C)C)=O tert-butyl N-[(4-bromophenyl)methyl]carbamate